C(N)(=O)N[C@@H](CCC(=O)O)C(=O)O N-carbamoyl-L-glutamic acid